(3R)-N-(6-chloro-4-(2-((6,6-dimethyl-2,4-dioxo-3-azabicyclo[3.1.0]hexan-3-yl)methyl)thieno[3,2-b]pyridin-7-yl)-2-methylpyridin-3-yl)pyrrolidine-3-carboxamide 2,2,2-trifluoroacetate FC(C(=O)O)(F)F.ClC1=CC(=C(C(=N1)C)NC(=O)[C@H]1CNCC1)C1=C2C(=NC=C1)C=C(S2)CN2C(C1C(C1C2=O)(C)C)=O